(S)-7,7a,8,9,10,11-hexahydro-6H-benzo[f]pyrido[2,1-d][1,2,5]thiadiazepine 5,5-dioxide C1=CC=CC2=C1N1[C@H](CNS2(=O)=O)CCCC1